3-[4-chloro-1-oxo-5-[1-[3-(4-piperidyloxy)cyclobutyl]-4-piperidyl]isoindolin-2-yl]piperidine-2,6-dione formate C(=O)O.ClC1=C2CN(C(C2=CC=C1C1CCN(CC1)C1CC(C1)OC1CCNCC1)=O)C1C(NC(CC1)=O)=O